4-(((2-nitrophenyl)amino)methyl)piperidine-1-carboxylic acid tert-butyl ester C(C)(C)(C)OC(=O)N1CCC(CC1)CNC1=C(C=CC=C1)[N+](=O)[O-]